C1(CC1)N1C(N(C=2C(C1=O)=C(N(C(C2C)=O)C)NC2=C(C=C(C=C2)I)F)C=2C=C(C=CC2)NC(C)=O)=O N-[3-[3-cyclopropyl-5-(2-fluoro-4-iodo-phenylamino)-6,8-dimethyl-2,4,7-trioxo-3,4,6,7-tetrahydro-2H-pyrido[4,3-d]pyrimidine-1-yl]phenyl]acetamide